CN(C1CC2=C(OC3=C2C=C(C=C3)NC(=O)C=3N=CNC3)CC1)C N-(N,N-dimethyl-1,2,3,4-tetrahydro-2-aminodibenzo-fur-8-yl)imidazole-4-carboxamide